(R)-2-(1-(3-chlorophenyl)cyclopropyl)-6-(2-hydroxy-2-(3'-(trifluoromethyl)-[1,1'-biphenyl]-3-yl)acetyl)-3,5,6,7,8,9-hexahydro-4H-pyrimido[5,4-c]azepin-4-one ClC=1C=C(C=CC1)C1(CC1)C=1NC(C=2CN(CCCC2N1)C([C@@H](C=1C=C(C=CC1)C1=CC(=CC=C1)C(F)(F)F)O)=O)=O